[2-(4-allylbenzoyl)-3,4-dihydro-1H-isoquinolin-7-yl]-3-(1-ethyl-4-methyl-benzotriazol-5-yl)propanoic Acid C(C=C)C1=CC=C(C(=O)N2CC3=CC(=CC=C3CC2)C(C(=O)O)CC2=C(C3=C(N(N=N3)CC)C=C2)C)C=C1